ClC=1C(=CC2=C(N=C(N=C2SC)C)N1)C1(CC1)C#N 1-(7-chloro-2-methyl-4-(methylthio)pyrido[2,3-d]pyrimidin-6-yl)cyclopropane-1-carbonitrile